methoxymethyl 2-ethoxy-4-((4-hydroxy-2,3,6-trimethylbenzoyl)oxy)-3,5,6-trimethylbenzoate C(C)OC1=C(C(=O)OCOC)C(=C(C(=C1C)OC(C1=C(C(=C(C=C1C)O)C)C)=O)C)C